N-(BUTAN-2-YL)-2-(4-FORMYLPIPERIDIN-1-YL)PROPANAMIDE CC(CC)NC(C(C)N1CCC(CC1)C=O)=O